C(C)C1=CC2=C(CCO[C@]23C[C@@H](N(CC3)C(=O)OC(C)(C)C)C)S1 tert-butyl (2'S,4R)-2-ethyl-2'-methyl-spiro[6,7-dihydrothieno[3,2-c]pyran-4,4'-piperidine]-1'-carboxylate